NC1=C2N=CN(C2=NC(=N1)F)[C@H]1C[C@@H]([C@@](O1)(C#C)COP(=O)(OC1=CC=CC=C1)N[C@@H](CC1=CC=CC=C1)C(=O)OCCCCCCCCCCCCCCCCCCCCCC)O Docosyl ((((2R,3S,5R)-5-(6-amino-2-fluoro-9H-purin-9-yl)-2-ethynyl-3-hydroxy-tetrahydrofuran-2-yl)meth-oxy)(phenoxy)phosphoryl)-L-phenylalaninate